BrC1=NN2C(=C1)[C@@]1(CN(CC1)C(=O)OC(C)(C)C)OCC2 tert-butyl (3'R)-2-bromo-6,7-dihydrospiro[pyrazolo[5,1-c][1,4]oxazine-4,3'-pyrrolidine]-1'-carboxylate